ClC1=CC=C(C=2N=CSC21)N2N=C(C=C2)F 7-chloro-4-(3-fluoropyrazol-1-yl)-1,3-benzothiazole